FC(C1=CC=CC(=N1)C1=CC=C(C=C1)CC=1N(C(C=2N(C1)C(=NC2)C2CCOCC2)=O)C)F 6-[[4-[6-(difluoromethyl)-2-pyridinyl]phenyl]methyl]-7-methyl-3-tetrahydropyran-4-yl-imidazo[1,5-a]pyrazin-8-one